CC1=C(C2=C(N=N1)OC1=C2N=CN=C1NCC=1C=CC(=NC1)C(C)(C)O)C 2-[5-[[(3,4-dimethylpyrimido[4',5':4,5]furo[2,3-c]pyridazin-8-yl)amino]methyl]-2-pyridinyl]propan-2-ol